3-bromo-4,6-dichloro-1H-pyrazolo[3,4-d]pyrimidine BrC1=NNC2=NC(=NC(=C21)Cl)Cl